C(C)(=O)N1C=C(C2=CC=C(C=C12)C)CCNC(C1=NC=CC=C1)=O N-(2-(1-acetyl-6-(methyl)-1H-indol-3-yl)ethyl)picolinamide